5-[2-(2-cyano-2-methylideneethyl)-1-oxo-2,3-dihydro-1H-isoindol-4-yl]pyridine-3-carboxamide C(#N)C(CN1C(C2=CC=CC(=C2C1)C=1C=C(C=NC1)C(=O)N)=O)=C